(((2,4,6-triethylbenzene-1,3,5-triyl)tris(methylene))tris(sulfanediyl))tris(hexane-6,1-diyl) tris(sulfate) S(=O)(=O)(OCCCCCCSCC1=C(C(=C(C(=C1CC)CSCCCCCCOS(=O)(=O)[O-])CC)CSCCCCCCOS(=O)(=O)[O-])CC)[O-]